5-allyl-1-methyl-1H-indazol-6-amine C(C=C)C=1C=C2C=NN(C2=CC1N)C